CN1C(=CN2C1=NC(=C(C2=O)C=2C=NN(C2)CCC(F)(F)F)C(F)(F)F)C methyl-2-methyl-7-(trifluoromethyl)-6-[1-(3,3,3-trifluoropropyl)-1H-pyrazol-4-yl]-1H,5H-imidazo[1,2-a]pyrimidin-5-one